C(C1=CC=CC=C1)OC1=NC=CC=C1Br 2-(benzyloxy)-3-bromopyridine